C(#N)/C(/C(=O)N(C)C(CCC)C1=CC=C(C(=O)O)C=C1)=C/C=1SC=CN1 (Z)-4-(1-(2-cyano-N-methyl-3-(thiazol-2-yl)acrylamido)butyl)benzoic acid